ClC1=C(C=C2C=C(N=CC2=C1)NC(CN1N=C(C=C1)C(F)(F)F)=O)C1CCN(CC1)[C@@]1(COC[C@@H]1O)C N-(7-chloro-6-(1-((3R,4R)-4-hydroxy-3-methyltetrahydrofuran-3-yl)piperidin-4-yl)isoquinolin-3-yl)-2-(3-(trifluoromethyl)-1H-pyrazol-1-yl)acetamide